C(C)(=O)C1=C(C2=C(N=C(N=C2)NC2=CC=C(C=N2)N2CCN(CC2)CC=2C=C3CN(C(C3=CC2)=O)C2C(NC(CC2)=O)=O)N(C1=O)C1CCCC1)C 3-(5-((4-(6-((6-acetyl-8-cyclopentyl-5-methyl-7-oxo-7,8-dihydropyrido[2,3-d]pyrimidin-2-yl)amino)pyridin-3-yl)piperazin-1-yl)methyl)-1-oxoisoindolin-2-yl)piperidine-2,6-dione